4-amino-N,N,4-trimethylpentanamide NC(CCC(=O)N(C)C)(C)C